ClC1=CC=C(C[C@H]2CC[C@@]([C@]2(O)CN2N=CN=C2)(C)CCl)C=C1 (1s,2r,5R)-5-(4-chlorobenzyl)-2-(chloromethyl)-2-methyl-1-(1H-1,2,4-triazol-1-ylmethyl)cyclopentanol